FC1=C2CN(CC2=CC(=C1)F)C(=O)NC1=CC=C(C=C1)C1CCN(CC1)C(=O)C1(COC1)O 4,6-difluoro-N-(4-(1-(3-hydroxyoxetane-3-carbonyl)piperidin-4-yl)phenyl)isoindoline-2-carboxamide